[3,3'-bipyridine]-6(1H)-one N1C=C(C=CC1=O)C=1C=NC=CC1